C(C)OCC(C(C(C)C)(C)C)=NO 1-ethoxy-3,3,4-trimethylpentan-2-one oxime